N-[4-(3-cyanophenyl)-5-[2-(difluoromethyl)-6-methyl-4-pyridinyl]thiazol-2-yl]-1-oxo-1,4-thiazine-4-carboxamide C(#N)C=1C=C(C=CC1)C=1N=C(SC1C1=CC(=NC(=C1)C)C(F)F)NC(=O)N1C=CS(C=C1)=O